N-Boc-N'-(3-methylphenyl)hydrazine rac-ethyl-5-((1R,2R)-2-fluorocyclopropyl)-2-(formamidomethyl)thiazole-4-carboxylate C(C)OC(=O)C=1N=C(SC1[C@H]1[C@@H](C1)F)CNC=O.C(=O)(OC(C)(C)C)NNC1=CC(=CC=C1)C |r|